benzo[c]thiophene C=1SC=C2C1C=CC=C2